N=1C=NN2C1C(=CC=C2)CCC[C@H]2C[C@@H]1N(CCN(C1)C1=C(C=C(C=C1)F)F)C2=O (7S,8aS)-7-(3-([1,2,4]triazolo[1,5-a]pyridin-8-yl)propyl)-2-(2,4-difluorophenyl)hexahydropyrrolo[1,2-a]pyrazin-6(2H)-one